ClC=1C=C(C=CC1)[C@@H](CO)NC(=O)C1=CN(C=C1)C1=NC(=NC=C1C)NCC1OCCC1 N-((S)-1-(3-chlorophenyl)-2-hydroxyethyl)-1-(5-methyl-2-(((tetrahydrofuran-2-yl)methyl)-amino)pyrimidin-4-yl)-1H-pyrrole-3-carboxamide